OC=1C=CC=C2CC(OC(C12)=O)C1=CC=C(C=C1)O 8-hydroxy-3-(4-hydroxyphenyl)-3,4-dihydroisochromen-1-one